BrC1=NC=C(C(=C1)I)C(F)(F)F 2-bromo-4-iodo-5-(trifluoromethyl)pyridine